COC1(C=C(C(C(C1)(C)C)=O)C#N)C=1SC=CN1 3-methoxy-5,5-dimethyl-6-oxo-3-(thiazol-2-yl)cyclohex-1-enecarbonitrile